OC=1C=C(C=CC1OCCCCC)C1=CC(=C(C=C1)OCCCCC)O 3,3'-dihydroxy-4,4'-dipentyloxybiphenyl